NC1=NNC2=CC=C(C(=C12)F)C1=C(C=C(C=C1)S(=O)(=O)NC1CC(C1)(C(F)(F)F)O)C 4-(3-amino-4-fluoro-1H-indazol-5-yl)-N-(3-hydroxy-3-(trifluoromethyl)cyclobutyl)-3-methylbenzenesulfonamide